COC(CC(CN1C(=CC(=C1)Br)C#N)(C)C)=O 4-(4-bromo-2-cyano-1H-pyrrol-1-yl)-3,3-dimethyl-butyric acid methyl ester